OC1CCC(CC1)NC(C)=O N-((1r,4r)-4-hydroxycyclohexyl)acetamide